1-azido-4-chlorobenzene N(=[N+]=[N-])C1=CC=C(C=C1)Cl